(4-(2-aminoethyl)phenyl)-4-(((3R,4R)-1-(2-cyanoacetyl)-4-methylpiperidin-3-yl)(methyl)amino)-7H-pyrrolo[2,3-d]pyrimidine-7-carboxamide hydrochloride Cl.NCCC1=CC=C(C=C1)C=1N=C(C2=C(N1)N(C=C2)C(=O)N)N(C)[C@H]2CN(CC[C@H]2C)C(CC#N)=O